6-(tert-butylthio)imidazo[1,2-a]pyridine C(C)(C)(C)SC=1C=CC=2N(C1)C=CN2